ClC=1C(=NC(=NC1)NC=1C=CC2=C(CC[C@H](CC2)N2CCOCC2)C1OC)N[C@H]1[C@H]([C@@H]2C=C[C@H]1C2)C(=O)N (1S,2S,3R,4R)-3-((5-chloro-2-(((S)-1-methoxy-7-morpholino-6,7,8,9-tetrahydro-5H-benzo[7]annulen-2-yl)amino)pyrimidin-4-yl)amino)bicyclo[2.2.1]hept-5-ene-2-carboxamide